tert-Butyl (R)-4-(4-amino-5-((2,3-dichlorophenyl)thio)-1-methyl-6-oxo-1,6-dihydropyrimidine-2-yl)-2-carbamoylpiperazine-1-carboxylate NC=1N=C(N(C(C1SC1=C(C(=CC=C1)Cl)Cl)=O)C)N1C[C@@H](N(CC1)C(=O)OC(C)(C)C)C(N)=O